2,5-dimethylpiperidine-3-carboxylic acid CC1NCC(CC1C(=O)O)C